4-Amino-3-(7-(2-chlorobenzamido)benzo[d][1,3]dioxol-4-yl)-1H-pyridine NC1=C(CNC=C1)C1=CC=C(C=2OCOC21)NC(C2=C(C=CC=C2)Cl)=O